6-chloro-N-((1r,4r)-4-(3-chloro-4-cyano-2-methylphenoxy)cyclohexyl)-pyridazine-3-carboxamide ClC1=CC=C(N=N1)C(=O)NC1CCC(CC1)OC1=C(C(=C(C=C1)C#N)Cl)C